C(C)OC(C(=O)C1CSC2=CC(=CC=C2C1=O)C)=O 2-(7-methyl-4-oxothiochroman-3-yl)-2-oxoacetic acid ethyl ester